tert-butyl (1R,3R)-3-(6-chloro-3-(methylcarbamoyl)pyridazin-4-ylamino)cyclopentylcarbamate ClC1=CC(=C(N=N1)C(NC)=O)N[C@H]1C[C@@H](CC1)NC(OC(C)(C)C)=O